O1COC2=C1C=CC(=C2)C(C)C2N(CCNC2)C2(N=CSC2)C2=CC=CC=C2 4-(1-(Benzo[d][1,3]dioxol-5-yl)ethylpiperazin-1-yl)-4-phenylthiazole